ClC=1C=C(C=CC1CN1N=CC(=C1)Cl)C1=NOC(=N1)C(F)(F)F 3-[3-chloro-4-[(4-chloropyrazol-1-yl)methyl]phenyl]-5-(trifluoromethyl)-1,2,4-oxadiazole